ClC(C)OC(=O)N1C(=C(C2=CC(=CC=C12)C1CCN(CC1)CC(=O)N)C(C)C)C=1C(=C(C=2N(C1)N=CN2)C)C 5-(1-(2-amino-2-oxoethyl)piperidin-4-yl)-2-(7,8-dimethyl-[1,2,4]triazolo[1,5-a]pyridin-6-yl)-3-isopropyl-1H-indole-1-carboxylic acid 1-chloroethyl ester